4-(3-chloro-2-(ethoxymethoxy)benzoyl)benzoic acid ClC=1C(=C(C(=O)C2=CC=C(C(=O)O)C=C2)C=CC1)OCOCC